2-oxo-2-[rac-(2R,5S)-5-methyl-2-(2-tetrahydrofuran-3-ylindazol-6-yl)-1-piperidyl]-N-[1-(2-trimethylsilylethoxymethyl)pyrazolo[4,3-c]pyridin-7-yl]acetamide O=C(C(=O)NC=1C2=C(C=NC1)C=NN2COCC[Si](C)(C)C)N2[C@H](CC[C@@H](C2)C)C=2C=CC1=CN(N=C1C2)C2COCC2 |r|